(E)-3,7-dimethyl-2,6-octadien C\C(=C/C)\CCC=C(C)C